1-(1H-Benzo[d]imidazol-5-yl)-5-(4-(tetrahydro-2H-pyran-4-yl)phenyl)imidazolidin-2-on N1C=NC2=C1C=CC(=C2)N2C(NCC2C2=CC=C(C=C2)C2CCOCC2)=O